C1(CCCC1)OCC=1C=C(N)C=C(C1C1=NC(=C(C(=C1)OC)C)OC)C 3-(cyclopentyloxymethyl)-4-(4,6-dimethoxy-5-methyl-2-pyridinyl)-5-methyl-aniline